[2H-].[Yb+3].[2H-].[2H-] ytterbium deuteride